COC1=CC=C(C=C1)CN\N=C\C=1C(=NC=CN1)C(C)NC(C1=CC(=CC(=C1)C(F)(F)F)C(F)(F)F)=O N-[1-[3-[(E)-[(4-methoxyphenyl)methylhydrazono]methyl]pyrazin-2-yl]ethyl]-3,5-bis(trifluoromethyl)benzamide